4-[3-bromo-5-[(3R)-tetrahydrofuran-3-yl]Sulfanyl-phenyl]Morpholine BrC=1C=C(C=C(C1)S[C@H]1COCC1)N1CCOCC1